C(O[C@@H]1CN(C[C@H]1F)C(C=C)=O)(ON1C(CCC1=O)=O)=O (3r,4r)-1-propenoyl-4-fluoropyrrolidin-3-yl (2,5-dioxopyrrolidin-1-yl) carbonate